COC=1C=C2C(=NC=NC2=CC1OC1CCN(CC1)C(C)=O)OC1=CC=C(C=C1)[N+](=O)[O-] 6-methoxy-4-(4-nitrophenoxy)-7-((1-acetylpiperidin-4-yl)oxy)quinazoline